3-(fluoromethoxy)-4-{[3-(4-{[(1R,4R)-4-[bis(2-methoxyethyl)amino]cyclohexyl]amino}-1-(2,2,2-trifluoro-ethyl)-1H-indol-2-yl)prop-2-yn-1-yl]amino}benzene-1-sulfonamide FCOC=1C=C(C=CC1NCC#CC=1N(C2=CC=CC(=C2C1)NC1CCC(CC1)N(CCOC)CCOC)CC(F)(F)F)S(=O)(=O)N